[C-]1(C=CC=C1)C=C(C#N)C#N.[CH-]1C=CC=C1.[Fe+2] 2-(ferrocenylmethylene)malononitrile